NC1=C2C(=NC=N1)N(N=C2C2=CC=C(C=C2)OC2=CC=CC=C2)[C@H]2CN(CCC2)C(=O)C2CC2 (R)-(3-(4-amino-(4-phenoxyphenyl)-1H-pyrazolo[3,4-d]pyrimidin-1-yl)piperidin-1-yl)(cyclopropyl)methanone